7-bromo-4-methyl-2H,3H-pyrano[3,2-b]pyridin-4-ol BrC=1C=C2C(=NC1)C(CCO2)(O)C